3-(1-Methyl-4-oxo-4,5,6,7-Tetrahydro-1H-Indole-2-yl)Propionic Acid CN1C(=CC=2C(CCCC12)=O)CCC(=O)O